N-ethyl-para-aminophenol C(C)NC1=CC=C(C=C1)O